bis(2,3,3,4,4,5-hexamethylhexan-2-yl) disulfide CC(C)(C(C(C(C)C)(C)C)(C)C)SSC(C)(C(C(C(C)C)(C)C)(C)C)C